N[C@H](C(=O)OCC1=CC=CC=C1)C benzyl (S)-2-aminopropionate